The molecule is a bile acid salt that is the sodium salt of glycochenodeoxycholic acid. It has a role as a human metabolite. It is an organic sodium salt and a bile acid salt. It contains a glycochenodeoxycholate. C[C@H](CCC(=O)NCC(=O)[O-])[C@H]1CC[C@@H]2[C@@]1(CC[C@H]3[C@H]2[C@@H](C[C@H]4[C@@]3(CC[C@H](C4)O)C)O)C.[Na+]